P(=O)(O)(O)O[C@H]1[C@H]([C@@H](O[C@@H]1CO)N1C(=O)N=C(N)C=C1)OCCCCCCCCCCCCCCCCCCCCCC 2'-O-docosanyl-cytidine-3'-Phosphate